3-[5-[4-(2-aminoethyl)-1-piperidyl]-6-fluoro-3-methyl-2-oxo-benzimidazol-1-yl]piperidine-2,6-dione NCCC1CCN(CC1)C1=CC2=C(N(C(N2C)=O)C2C(NC(CC2)=O)=O)C=C1F